C1(=CC=CC=2C3=CC=CC=C3C=CC12)[Si](OC(C)=O)(OC(C)=O)OC(C)=O phenanthryl-triacetoxysilane